4-(4-amino-3-ethoxyphenoxy)butane-1-Sulfonic acid NC1=C(C=C(OCCCCS(=O)(=O)O)C=C1)OCC